C(=O)C1CCC(CC1)C=1OC2=C(N1)C=C(C(=C2)NC(=O)C=2N=C(OC2)C)C(C)(C)O 4-N-(2-((1r,4r)-4-formylcyclohexyl)-5-(2-hydroxypropan-2-yl)benzo[d]oxazol-6-yl)-2-methyl-oxazole-4-carboxamide